ClCCN1CCN(CC1)CC(=O)OC(C)(C)C tert-Butyl 2-(4-(2-chloroethyl)piperazin-1-yl)acetate